C(C)(C)(C)OC(=O)N1[C@@H](CN([C@H](C1)C)CC1CCN(CC1)C(=O)OCC1=CC=CC=C1)C.BrC1=CC=C(C=C1)C(C(=O)N)CSC1=NC(=CC=C1C#N)C1CC1 (4-bromophenyl)-3-((3-cyano-6-cyclopropylpyridin-2-yl)thio)propanamide tert-Butyl-(2R,5S)-4-((1-((benzyloxy)carbonyl)piperidin-4-yl)methyl)-2,5-dimethylpiperazine-1-carboxylate